5-{2',7-dimethyl-1H,2'H-[3,4'-biindazol]-1-yl}-N-(2-methoxyethyl)pyridin-2-amine CN1N=C2C=CC=C(C2=C1)C1=NN(C2=C(C=CC=C12)C)C=1C=CC(=NC1)NCCOC